FC1=CC=CC=2OCCCN3CCCC(N4N=CC(C5=NNC6=CN=C(C12)C=C56)=C4)C3 19-fluoro-14-oxa-4,5,10,22,25,26-hexaazahexacyclo[19.5.2.12,5.16,10.015,20.024,27]triaconta-1(26),2(30),3,15(20),16,18,21,23,27-nonaene